N-(pyridin-4-yl)-7-(3,3,3-trifluoro-2,2-dihydroxypropanamido)heptanamide N1=CC=C(C=C1)NC(CCCCCCNC(C(C(F)(F)F)(O)O)=O)=O